2-(4-((4-((Cyclohexylmethyl)amino)-6-((4-fluorophenyl)amino)-1,3,5-triazin-2-yl)amino)phenyl)acethydrazide C1(CCCCC1)CNC1=NC(=NC(=N1)NC1=CC=C(C=C1)F)NC1=CC=C(C=C1)CC(=O)NN